C(#N)C1CN(C1)C(=O)C1=CC=C(C=C1)C1=NC(=NC=C1C)NC=1C=NN(C1)C1CCN(CC1)C(=O)OC(C)(C)C tert-Butyl 4-(4-((4-(4-(3-cyanoazetidine-1-carbonyl)phenyl)-5-methylpyrimidin-2-yl)amino)-1H-pyrazol-1-yl)piperidine-1-carboxylate